O1CC(C1)NCC=1C=C2C=CN(C2=CC1)CC(F)(F)F 5-{[(oxetan-3-yl)amino]methyl}-1-(2,2,2-trifluoroethyl)-1H-indol